(diisopropylamino)oxypropionitrile C(C)(C)N(OC(C#N)C)C(C)C